Benzyl 3-[4-[3-[[(1R)-1-[3-[3-(hydroxymethyl)phenyl]phenyl]ethyl]carbamoyl]-4-methyl-phenyl]piperazin-1-yl]propanoate OCC=1C=C(C=CC1)C=1C=C(C=CC1)[C@@H](C)NC(=O)C=1C=C(C=CC1C)N1CCN(CC1)CCC(=O)OCC1=CC=CC=C1